C(CCCCC)C(C(=O)OCCCCCC(CCCCCOC(CN(C)C(C(CCCCCCCC)CCCCCC)=O)=O)N(C)CCCCO[Si](C1=CC=CC=C1)(C1=CC=CC=C1)C(C)(C)C)CCCCCCCC 6-((4-((tert-butyldiphenylsilyl)oxy)butyl)(methyl)amino)-11-((N-(2-hexyldecanoyl)-N-methylglycyl)oxy)undecyl 2-hexyldecanoate